(R)-N-(1-(3-aminopyrrolidin-1-yl)isoquinolin-6-yl)-N-methylacrylamide N[C@H]1CN(CC1)C1=NC=CC2=CC(=CC=C12)N(C(C=C)=O)C